2-[2,6-bis(propan-2-yl)-4-[3-(trifluoromethoxy)phenyl]phenyl]-N-{4-[(dimethylamino)methyl]benzenesulfonyl}acetamide CC(C)C1=C(C(=CC(=C1)C1=CC(=CC=C1)OC(F)(F)F)C(C)C)CC(=O)NS(=O)(=O)C1=CC=C(C=C1)CN(C)C